N1(N=CN=C1)CC(C(C)(C)C)=O 1-(1,2,4-triazol-1-yl)-3,3-dimethyl-2-butanone